5-chloro-4-fluoro-2-methoxybenzenesulfonyl chloride ClC=1C(=CC(=C(C1)S(=O)(=O)Cl)OC)F